7-Cyclopentyl-N,N-dimethyl-2-((5-(2-morpholino-4-oxo-4H-chromen-7-yl)pyridin-3-yl)amino)-7H-pyrrolo[2,3-d]pyrimidine-6-carboxamide C1(CCCC1)N1C(=CC2=C1N=C(N=C2)NC=2C=NC=C(C2)C2=CC=C1C(C=C(OC1=C2)N2CCOCC2)=O)C(=O)N(C)C